(3S,3aR,5R,8S,8aS)-3,8-Dimethyl-5-(prop-1-en-2-yl)octahydroazulen-1(2H)-on C[C@H]1CC([C@H]2[C@H](CC[C@H](C[C@H]12)C(=C)C)C)=O